4-nitrobromobenzene C1=CC(=CC=C1[N+](=O)[O-])Br